COS(=O)(=O)[O-].COC1=CC=CC2=[N+](C3=CC=CC=C3N=C12)C 1-methoxy-5-methylphenazinium methyl-sulfate salt